FC1=CC=C(C=C1)N1N=C(C2(C1=O)NC1=CC=CC=C1C2(C)C)C 1'-(4-Fluorophenyl)-3,3,3'-trimethylspiro[indoline-2,4'-pyrazol]-5'(1'H)-one